FC1=CC=C(C(=O)NC2(CC=CC=C2)N2NC=C(N2)C2=C(C(=O)O)C=CN=C2)C=C1 (2-(1-(4-fluorobenzamido)phenyl)-1H-1,2,3-triazol-4-yl)isonicotinic acid